Ethyl 3-(((3-aminobenzo[d]isoxazol-6-yl)oxy)methyl)-4-chlorobenzo[b]thiophene-2-carboxylate NC1=NOC2=C1C=CC(=C2)OCC=2C1=C(SC2C(=O)OCC)C=CC=C1Cl